C(#N)C1=C(SC2=C1C(=CC=C2F)B2OC(O2)(C)C)NC(OC(C)(C)C)=O tert-butyl N-[3-cyano-4-(4,4-dimethyl-1,3,2-dioxaboretan-2-yl)-7-fluoro-1-benzothiophen-2-yl]carbamate